(S)-4-((2-((8-fluoro-2,2-dimethyl-1,2,3,4-tetrahydronaphthalen-1-yl)amino)-3,4-dioxocyclobut-1-en-1-yl)amino)-3-hydroxy-N,N-dimethylpicolinamide FC=1C=CC=C2CCC([C@@H](C12)NC1=C(C(C1=O)=O)NC1=C(C(=NC=C1)C(=O)N(C)C)O)(C)C